2-fluoro-5-methyl-4-((2-methyl-2H-indazol-6-yl)oxy)aniline FC1=C(N)C=C(C(=C1)OC=1C=CC2=CN(N=C2C1)C)C